N(=NNC=O)NC=O azodiformamide